tert-butyl (S)-1-(6-((2-((3S,4R)-3-fluoro-4-hydroxy-3-methylpiperidin-1-yl)pyrimidin-4-yl)amino)-4-isopropyl-2,7-naphthyridin-1-yl)-1,6-diazaspiro[3.4]octane-6-carboxylate F[C@]1(CN(CC[C@H]1O)C1=NC=CC(=N1)NC=1C=C2C(=CN=C(C2=CN1)N1CC[C@]12CN(CC2)C(=O)OC(C)(C)C)C(C)C)C